C(C)(C)(C)OC(=O)N[C@@H](CC(=O)OC(C)(C)C)C(NCC(=O)OCN1C(N(SC1NC(C1=CC=C(C=C1)Cl)=O)CC1=CC=C(C=C1)Cl)=O)=O tert-butyl (3S)-3-{[(tert-butoxy)carbonyl]amino}-3-[(2-{[5-(4-chlorobenzamido)-2-[(4-chlorophenyl)methyl]-3-oxo-1,2,4-thiadiazolidin-4-yl]methoxy}-2-oxoethyl)carbamoyl]propanoate